O1CCN(CC1)S(=O)(=O)C=1C=NC2=CC=C(C=C2C1NC1=C(C(=O)O)C=CC=C1)NC1CCNCC1 2-[[3-morpholinosulfonyl-6-(4-piperidylamino)-4-quinolinyl]amino]benzoic acid